C(=C)C1(CC=C(CC1)C)C 4-vinyl-1,4-dimethyl-1-cyclohexene